NC1=CC=2N=C(NC(C2C=N1)=O)[C@@H]1[C@H](C1)C1=NC=CC(=N1)C |r| rac-7-amino-2-((1S*,2S*)-2-(4-methylpyrimidin-2-yl)cyclopropyl)pyrido[4,3-d]pyrimidin-4(3H)-one